(3-methoxybenzylidene)-4-[3-(quinoline-6-yl)ureido]benzoyl-hydrazine COC=1C=C(C=NNC(C2=CC=C(C=C2)NC(=O)NC=2C=C3C=CC=NC3=CC2)=O)C=CC1